FC1=CC=C(C=2CCCC12)N 7-Fluoro-2,3-dihydro-1H-inden-4-amine